6-(2-(1-Cyclopropyl-1H-pyrazol-3-yl)-6,7-dihydro-5H-pyrrolo[1,2-a]imidazol-3-yl)quinazoline C1(CC1)N1N=C(C=C1)C=1N=C2N(C1C=1C=C3C=NC=NC3=CC1)CCC2